FC1=CC2=C(SC(=C2)C#N)C(=C1)N1CCN(CC1)CCC1=CC=C2C=CC(NC2=C1)=O 5-fluoro-7-(4-(2-(2-oxo-1,2-dihydroquinolin-7-yl)ethyl)piperazin-1-yl)benzo[b]thiophene-2-carbonitrile